4-[5-(1H-indole-2-carbonyl)-4H,5H,6H,7H-[1,2]oxazolo[4,5-c]pyridine-3-carbonyl]-4-azaspiro[2.5]octan-7-ol N1C(=CC2=CC=CC=C12)C(=O)N1CC2=C(CC1)ON=C2C(=O)N2C1(CC1)CC(CC2)O